C(C)OC(=O)C1=CN=C(S1)NC1=NC(=NC(=C1)Cl)C 2-((6-chloro-2-methylpyrimidin-4-yl)amino)thiazole-5-carboxylic acid ethyl ester